tetramethylspirobiindan CC1(C(C2(C3=CC=CC=C13)CCC1=CC=CC=C12)(C)C)C